N-(1-(2-(7-azaspiro[3.5]nonan-2-yl)ethyl)piperidin-4-yl)-5-isopropoxy-6-(1H-pyrazol-4-yl)-[1,2,4]triazolo[1,5-a]pyridin-2-amine C1C(CC12CCNCC2)CCN2CCC(CC2)NC2=NN1C(C=CC(=C1OC(C)C)C=1C=NNC1)=N2